((5-chloro-4-((3-(2,3-dihydrobenzo[b][1,4]dioxin-6-yl)2-methylbenzyl)oxy)-2-(2-(4-hydroxy-4-(methoxycarbonyl)piperidin-1-yl)ethoxy)benzyl)amino)-3-hydroxy-2-methylpropanoic acid ClC=1C(=CC(=C(CNC(C(=O)O)(CO)C)C1)OCCN1CCC(CC1)(C(=O)OC)O)OCC1=C(C(=CC=C1)C1=CC2=C(OCCO2)C=C1)C